1-(2-fluoro-4-methoxybenzyl)piperidin-4-amine FC1=C(CN2CCC(CC2)N)C=CC(=C1)OC